NCC#CC1=CC=C(C=C1)CC(=O)N1CCN(CC1)C=1C=CC=2N(N1)C=NN2 2-[4-(3-aminoprop-1-yn-1-yl)phenyl]-1-(4-{[1,2,4]triazolo[4,3-b]pyridazin-6-yl}piperazin-1-yl)ethan-1-one